OC1=C(C(=C(C(=O)O)O)O)C=CC=C1 tri-hydroxycinnamic acid